BrC=1C=C(C(=NC1)C)C(F)(F)F 5-bromo-2-methyl-3-(trifluoromethyl)pyridine